C(CC(O)(C(=O)OC(C)C)CC(=O)OC(C)C)(=O)OC(C)C tri-iso-propyl citrate